N-{3-[(2-quinazolin-4-yl-2,7-diazaspiro[3.5]non-7-yl)methyl]phenyl}ethanesulfonamide N1=CN=C(C2=CC=CC=C12)N1CC2(C1)CCN(CC2)CC=2C=C(C=CC2)NS(=O)(=O)CC